2-(1-trifluoromethyl-ethyl)-2-methylsuccinic acid diisobutyl ester C(C(C)C)OC(C(CC(=O)OCC(C)C)(C)C(C)C(F)(F)F)=O